CC1=NC=C(C=C1NC(=O)C1=CC2=C(OCCO2)C=C1)[N+](=O)[O-] N-(2-methyl-5-nitropyridin-3-yl)-2,3-dihydrobenzo[b][1,4]dioxine-6-carboxamide